4-[5-(hydroxymethyl)-2-phenoxyphenyl]-6-methyl-1,6-dihydro-7H-pyrrolo[2,3-c]pyridin-7-one OCC=1C=CC(=C(C1)C=1C2=C(C(N(C1)C)=O)NC=C2)OC2=CC=CC=C2